COC1=CC=C(/C=C/C23N(C=4C=CC=CC4C2(C)C)CCO3)C=C1 (E)-9a-(4-methoxystyryl)-9,9-dimethyl-2,3,9,9a-tetrahydrooxazolo[3,2-a]indole